2-(cyclopropane-carbonyl)-(2,6-difluoro-4-pyridyl)-N-(2,2-dimethyl-cyclobutyl)-5-methyl-thiazole-4-carboxamide C1(CC1)C(=O)C=1SC(=C(N1)C(=O)N(C1C(CC1)(C)C)C1=CC(=NC(=C1)F)F)C